C1(CC1)N(C(C(F)(F)F)=O)CC1CN(C1)C(=O)OC(C)(C)C tert-butyl 3-[(cyclopropyl-2,2,2-trifluoroacetamido)methyl]azetidine-1-carboxylate